OCC1=NN(C2=C1CN(CC2)C(=O)OC(C)(C)C)C(C2=CC=CC=C2)(C2=CC=CC=C2)C2=CC=CC=C2 tert-Butyl 3-(hydroxymethyl)-1-trityl-6,7-dihydro-4H-pyrazolo[4,3-c]pyridine-5-carboxylate